styrenephosphonic acid mono(2-ethylhexyl) ester C(C)C(COP(O)(=O)C=CC1=CC=CC=C1)CCCC